C1=C(C=CC2=CC=CC=C12)CC(=O)N[C@H](CC1=CC=CC=C1)C(=O)O (2-(naphthalen-2-yl)acetyl)-D-phenylalanine